N[C@@H](CC(=O)N(C)C)C (3R)-3-amino-N,N-dimethylbutanamide